(S)-4-(2,2-difluoro-7-azaspiro[3.5]non-6-yl)benzoic acid methyl ester COC(C1=CC=C(C=C1)[C@@H]1CC2(CC(C2)(F)F)CCN1)=O